3-[(2-cyano-6-methyl-4-pyridyl)amino]-5-(methylamino)-6-(3-methylimidazo[4,5-c]pyridin-7-yl)pyrazine-2-carboxamide C(#N)C1=NC(=CC(=C1)NC=1C(=NC(=C(N1)NC)C=1C2=C(C=NC1)N(C=N2)C)C(=O)N)C